1-[2-Hydroxy-4-[4-hydroxy-5-[3-(4-hydroxyphenyl)prop-2-enoyl]-2-methoxyphenoxy]phenyl]-3-(4-hydroxyphenyl)prop-2-en-1-one OC1=C(C=CC(=C1)OC1=C(C=C(C(=C1)C(C=CC1=CC=C(C=C1)O)=O)O)OC)C(C=CC1=CC=C(C=C1)O)=O